Cl.O1CC(C1)N1C2C3=CC=CC=C3C1CCC2 12-(Oxetan-3-yl)-12-azatricyclo[6.3.1.02,7]Dodeca-2,4,6-triene hydrochloride